C(CC1=CC=CC=C1)NNC1=NC(=NC(=C1)C1=CC=CC=C1)N 4-(2-phenethylhydrazino)-6-phenylpyrimidin-2-amine